octadecyl-3-[3,5-di(1,1-dimethylethyl)-4-hydroxyphenyl]-propionate C(CCCCCCCCCCCCCCCCC)OC(CCC1=CC(=C(C(=C1)C(C)(C)C)O)C(C)(C)C)=O